L-3-(2-naphthyl)-alaninamide C1=C(C=CC2=CC=CC=C12)C[C@H](N)C(=O)N